Tricosene CCCCCCCCCCCCCCCCCCCCCC=C